FC(COC)(F)C=1C(=C(C=CC1)[C@@H](C)NC(OC(C)(C)C)=O)F tert-butyl (R)-(1-(3-(1,1-difluoro-2-methoxyethyl)-2-fluorophenyl)ethyl)carbamate